COC1=C(C=CC(=N1)B(O)O)C=1N=NN(C1)C 6-methoxy-5-(1-methyl-1,2,3-triazol-4-yl)pyridin-2-ylboronic acid